4-(1,7-diazaspiro[4.4]nonan-7-yl)-3-(2-pyridyl)-1H-pyrrolo[2,3-b]pyridine N1CCCC12CN(CC2)C2=C1C(=NC=C2)NC=C1C1=NC=CC=C1